C(C)(C)(C)OC(=O)N1C(CC1)N1N=CC(=C1)[N+](=O)[O-] (4-Nitro-1H-pyrazol-1-yl)azetidine-1-carboxylic acid tert-butyl ester